ClC=1C(=CC2=C(C[C@@](O2)([C@H]2NCCC2)C2=CC=CC=C2)C1C1=C(C=2N(C=C1C(=O)N)C(=NN2)C)F)F (S)-7-((S)-5-Chloro-6-fluoro-2-phenyl-2-((S)-pyrrolidin-2-yl)-2,3-dihydrobenzofuran-4-yl)-8-fluoro-3-methyl-[1,2,4]triazolo[4,3-a]pyridine-6-carboxamide